4-((5-methyl-4-((3-(morpholinosulfonyl)phenyl)amino)pyrimidin-2-yl)amino)-N-(4-(2-(pyrrolidin-1-yl)ethoxy)phenyl)benzamide CC=1C(=NC(=NC1)NC1=CC=C(C(=O)NC2=CC=C(C=C2)OCCN2CCCC2)C=C1)NC1=CC(=CC=C1)S(=O)(=O)N1CCOCC1